7-(1-(1-methylpiperidin-4-yl)-1H-pyrazol-4-yl)-4-(4-phenyl-1H-pyrazol-5-yl)quinazoline CN1CCC(CC1)N1N=CC(=C1)C1=CC=C2C(=NC=NC2=C1)C1=C(C=NN1)C1=CC=CC=C1